C(C1=CC=CC=C1)OC[C@H](CSC=1C(=C(C=C2C(NC(NC12)=O)=O)C(F)(F)F)C1=C(C=C(C=C1)F)F)N(C)C 8-(((R)-3-(benzyloxy)-2-(dimethylamino)propyl)thio)-7-(2,4-difluorophenyl)-6-(trifluoromethyl)quinazoline-2,4(1H,3H)-dione